2,4-bis(trifluoroacetyl)-1,8-bis(dimethylamino)naphthalene FC(C(=O)C1=C(C2=C(C=CC=C2C(=C1)C(C(F)(F)F)=O)N(C)C)N(C)C)(F)F